CN(C1=C(C=C(C(=N1)F)C1=C(NC(N1C)=O)NC1=CC=C(C(=O)O)C=C1)F)C 4-[[5-[6-(dimethylamino)-2,5-difluoro-3-pyridyl]-1-methyl-imidazole-2-onyl]amino]benzoic acid